6-(5-(methyl-(piperidin-4-yl)amino)pyrazin-2-yl)isoquinolin-7-ol CN(C=1N=CC(=NC1)C=1C=C2C=CN=CC2=CC1O)C1CCNCC1